(2,2-dimethylpiperazin-1-yl)(6a-ethyl-2-(3-fluoro-2-hydroxyphenyl)-5,6,6a,7,9,10-hexa-hydro-8H-pyrazino-[1',2':4,5]pyrazino[2,3-c]pyridazin-8-yl)meth-anone CC1(N(CCNC1)C(=O)N1CC2(N(C=3C(=NN=C(C3)C3=C(C(=CC=C3)F)O)NC2)CC1)CC)C